CN1N=CC=C1NC(=O)[C@H]1CC12CCN(CC2)C(=O)OC(C(F)(F)F)C(F)(F)F 1,1,1,3,3,3-hexafluoropropan-2-yl (S)-1-((1-methyl-1H-pyrazol-5-yl)carbamoyl)-6-azaspiro[2.5]octane-6-carboxylate